FC1(CC(C1)N1C=NC(=C1C=1SC=C(N1)C(=O)NC1=NC=C(C=C1)N1CC2N(C(C1)C2)C)C2=CC=C(C=C2)F)F 2-(1-(3,3-difluorocyclobutyl)-4-(4-fluorophenyl)-1H-imidazol-5-yl)-N-(5-(6-methyl-3,6-diazabicyclo[3.1.1]heptan-3-yl)pyridin-2-yl)thiazole-4-carboxamide